ClC1=C(CC2=NC=3N(C4=CC=CC=C24)C(=NN3)CCl)C=CC=C1 (2-chlorobenzyl)-1-(chloromethyl)-[1,2,4]triazolo[4,3-a]quinazolin